10-bromo-8-chloro-9-fluoro-1,2,3,4-tetrahydropyrimido[1,2-b]indazole BrC=1C2=C3N(N=C2C=C(C1F)Cl)CCCN3